[(2,6-dimethylphenyl)amino](oxo)acetic acid CC1=C(C(=CC=C1)C)NC(C(=O)O)=O